1-AMINOPROPAN-2-OL NCC(C)O